[N+](=O)(O)[O-].N1C=NC=C1 imidazole nitrate salt